tert-butyl-[[5-chloro-2-[2-(1,3-dihydropyrrolo[3,4-c]pyridin-2-yl)oxazolo[4,5-b]pyrazin-5-yl]-3-(2-trimethylsilylethoxymethoxy)phenyl]methoxy]-dimethyl-silane C(C)(C)(C)[Si](C)(C)OCC1=C(C(=CC(=C1)Cl)OCOCC[Si](C)(C)C)C1=CN=C2C(=N1)N=C(O2)N2CC=1C=NC=CC1C2